FC=1C=NN(C1)C1=C(C=C(C=C1)NC(CC1=CC=C(C=C1)C)=O)S(N)(=O)=O N-[4-(4-fluoro-1H-pyrazol-1-yl)-3-sulfamoylphenyl]-2-(4-methylphenyl)acetamide